pyrazole-1-carboxamidine N1(N=CC=C1)C(=N)N